O=C1NC(CCC1N1C(C2=CC=CC(=C2C1)OCCCN(C(=O)C1=CC(=C(C=C1)B(O)O)C)C)=O)=O 4-[(3-{[2-(2,6-dioxopiperidin-3-yl)-1-oxo-3H-isoindol-4-yl]oxy}propyl)(methyl)carbamoyl]-2-methylphenylboronic acid